O[C@H]1[C@@H](O)[C@H](O)[C@H](O)[C@@H](O1)C alpha-L-Fucose